CC1=C(C(=NO1)C1[C@H]2CNC[C@@H]12)C1=CC=CC=C1 (1R,5S,6r)-6-(5-methyl-4-phenyl-1,2-oxazol-3-yl)-3-azabicyclo[3.1.0]Hexane